4-[5-(4-chlorophenyl)-3-(difluoromethyl)-1H-pyrazol-1-yl]benzenesulfonamide tert-butyl-N-ethyl-N-[7-(4-methyl-6-propanoylpyridin-3-yl)-2,6-naphthyridin-3-yl]carbamate C(C)(C)(C)OC(N(C=1N=CC2=CC(=NC=C2C1)C=1C=NC(=CC1C)C(CC)=O)CC)=O.ClC1=CC=C(C=C1)C1=CC(=NN1C1=CC=C(C=C1)S(=O)(=O)N)C(F)F